8-bromo-5-(bromomethyl)imidazo[1,2-a]pyridine-3-carbonitrile BrC=1C=2N(C(=CC1)CBr)C(=CN2)C#N